ClC=1C=C2N=C3C=CC(=CC3=CC2=CC1)OC 6-chloro-2-methoxyacridine